6-(6-(1-methyl-1,2,3,6-tetrahydropyridin-4-yl)imidazo[1,2-a]pyridine-3-carbonyl)-N-(3-(trifluoromethyl)phenyl)-4,5,6,7-tetrahydrothieno[2,3-c]pyridine-3-carboxamide CN1CCC(=CC1)C=1C=CC=2N(C1)C(=CN2)C(=O)N2CC1=C(CC2)C(=CS1)C(=O)NC1=CC(=CC=C1)C(F)(F)F